C(C(=C)C)(=O)OCCC[Si](OC)(OC)C 3-methacryloxypropyl-methyl-dimethoxysilane